N1(CCC1)C=1C=CC(=NC1)NC(=O)C=1N=C(SC1)C1=C(N=CN1C1CC(C1)(F)F)C1=CC=C(C=C1)F N-(5-(azetidin-1-yl)pyridin-2-yl)-2-(1-(3,3-difluorocyclobutyl)-4-(4-fluorophenyl)-1H-imidazol-5-yl)thiazole-4-carboxamide